3-((4-ethoxy-3-(5-methyl-4-oxo-7-propyl-3,4-dihydroimidazo[5,1-f][1,2,4]triazin-2-yl)phenyl)amino)tetrahydrofuran-3-carbonitrile C(C)OC1=C(C=C(C=C1)NC1(COCC1)C#N)C1=NN2C(C(N1)=O)=C(N=C2CCC)C